decyl ether C(CCCCCCCCC)OCCCCCCCCCC